ClC1=CC=C(C=C1)C1(CC1)CN[C@@H]1C=C([C@@H]([C@@H]([C@H]1O)O)O)COC(F)F (1S,2S,3S,6R)-6-(((1-(4-chlorophenyl)cyclopropyl)methyl)amino)-4-((difluoromethoxy)methyl)cyclohex-4-ene-1,2,3-triol